ClC1=C(C=CC=C1Cl)C1CCN(CC1)CC=1C=C2CN(C(C2=CC1)=O)C1C(NC(CC1)=O)=O 3-(5-((4-(2,3-dichlorophenyl)piperidin-1-yl)methyl)-1-oxoisoindolin-2-yl)piperidine-2,6-dione